N2-(benzo[d][1,3]dioxol-5-yl)-N4-(3-chloro-4-fluorophenyl)-5-(trifluoromethyl)pyrimidine-2,4-diamine O1COC2=C1C=CC(=C2)NC2=NC=C(C(=N2)NC2=CC(=C(C=C2)F)Cl)C(F)(F)F